C(C)C(CNC(=O)C=1C(=C2C=CC(OC2=CC1CCCCC)(CCC=C(C)C)C)O)CCCC N-(2-ethylhexyl)-5-hydroxy-2-methyl-2-(4-methylpent-3-en-1-yl)-7-pentyl-2H-chromen-6-carboxamide